N-(7-chloro-6-(1-((3S,4S)-4-hydroxy-3-methyltetrahydrofuran-3-yl)piperidin-4-yl)isoquinolin-3-yl)-2-(furan-2-yl)cyclopropane-1-carboxamide ClC1=C(C=C2C=C(N=CC2=C1)NC(=O)C1C(C1)C=1OC=CC1)C1CCN(CC1)[C@]1(COC[C@H]1O)C